BrC1=C(C(NC=C1C)=O)C 4-bromo-3,5-dimethylpyridine-2-one